ClC=1C(=CC2=C(C[C@](O2)(C2=CC=CC=C2)CNC)C1C=1C(=C2C=CN(C2=CC1C(=O)N)C)F)F (S)-5-((S)-5-Chloro-6-fluoro-2-((methylamino)methyl)-2-phenyl-2,3-dihydrobenzofuran-4-yl)-4-fluoro-1-methyl-1H-indole-6-carboxamide